4-[2-methoxyethyl-[4-(5,6,7,8-tetrahydro-1,8-naphthyridin-2-yl)butyl]amino]-2-[[2-methyl-2-(3-pyridyl)propanoyl]amino]butanoic acid COCCN(CCC(C(=O)O)NC(C(C)(C=1C=NC=CC1)C)=O)CCCCC1=NC=2NCCCC2C=C1